CC(CC1OCCO1)C 2-(2-methylpropyl)-1,3-dioxolane